(1r,2s)-4-(dimethylamino)-1-[6-(4-hydroxybutyl)-2-methoxy-3-quinolinyl]-2-(1-naphthyl)-1-phenyl-butan-2-ol CN(CC[C@@]([C@H](C1=CC=CC=C1)C=1C(=NC2=CC=C(C=C2C1)CCCCO)OC)(O)C1=CC=CC2=CC=CC=C12)C